1-fluoro-3,5-Dimercaptobenzene FC1=CC(=CC(=C1)S)S